Ethyl-2-(2-ethoxy-1-hydroxy-2-oxoethyl)-4-(4-methoxyphenyl)-5-oxo-2,5-dihydrofuran-2-carboxylate C(C)OC(=O)C1(OC(C(=C1)C1=CC=C(C=C1)OC)=O)C(C(=O)OCC)O